trans-3-(3-([1,1'-biphenyl]-3-yl)-4-fluoro-1H-pyrazol-5-yl)-4-methylpyrrolidine-1-carbonitrile C1(=CC(=CC=C1)C1=NNC(=C1F)[C@@H]1CN(C[C@H]1C)C#N)C1=CC=CC=C1